2-(8-fluoro-2-methylimidazo[1,2-a]pyridin-6-yl)-7-[(8aS)-8a-methylhexahydropyrrolo[1,2-a]pyrazin-2(1H)-yl]-4H-pyrido[1,2-a]pyrimidin-4-one FC=1C=2N(C=C(C1)C=1N=C3N(C(C1)=O)C=C(C=C3)N3C[C@]1(N(CC3)CCC1)C)C=C(N2)C